D-mandelate C([C@H](O)C1=CC=CC=C1)(=O)[O-]